C(C=C)(=O)N1C[C@H](CCC1)N1N=NC(=C1)C=1C=CC(=NC1)NC(C1=NC(=CC=C1)C1=C(C=NN1)Cl)=O (S)-N-(5-(1-(1-acryloylpiperidin-3-yl)-1H-1,2,3-triazol-4-yl)pyridin-2-yl)-6-(4-chloro-1H-pyrazol-5-yl)picolinamide